The molecule is a hydroxy monocarboxylic acid anion corresponding to the conjugate base of mevaldic acid; major species at pH 7.3. It is a 5-oxo monocarboxylic acid anion and a hydroxy monocarboxylic acid anion. It is a conjugate base of a mevaldic acid. CC(CC=O)(CC(=O)[O-])O